1-(((5-(4-(5-chlorooxazolo[4,5-b]pyridin-2-yl)piperazine-1-carbonyl)-3-methylpyridin-2-yl)oxy)methyl)cyclopropane-1-carbonitrile ClC1=CC=C2C(=N1)N=C(O2)N2CCN(CC2)C(=O)C=2C=C(C(=NC2)OCC2(CC2)C#N)C